(S)-N-((5-chloro-6-(isoxazol-3-ylmethoxy)-1H-indol-2-yl)methyl)-2-methylazetidine-1-carboxamide ClC=1C=C2C=C(NC2=CC1OCC1=NOC=C1)CNC(=O)N1[C@H](CC1)C